N-(4-(2-(2-Aminophenyl)-3H-imidazo[4,5-b]pyridin-7-yl)-2-chlorobenzyl)-3-(tert-butyl)-1,2,4-oxadiazole-5-carboxamide NC1=C(C=CC=C1)C1=NC=2C(=NC=CC2C2=CC(=C(CNC(=O)C3=NC(=NO3)C(C)(C)C)C=C2)Cl)N1